4-(1-ethylpiperidin-4-yl)-3-((1-methylcyclopropyl)methoxy)benzene-1,2-Diamine C(C)N1CCC(CC1)C=1C(=C(C(=CC1)N)N)OCC1(CC1)C